[4,4-bis(3-butenyl)-2,2'-bipyridine] manganese [Mn].C(CC=C)C1(CC(=NC=C1)C1=NC=CC=C1)CCC=C